1-(2-chlorophenyl)-(S)-1-hydroxybutyl-(S)-2-bicyclo[2.2.1]heptanylcarbamate ClC1=C(C=CC=C1)[C@]12[C@H](CC(CC1)C2)N(C([O-])=O)C(CCC)O